3-(5-(2-(1H-imidazol-1-yl)acetyl)-2-isopropoxyphenyl)-2-((4-hydroxypiperidin-4-yl)methyl)quinazolin-4(3H)-one trifluoroacetic acid salt FC(C(=O)O)(F)F.N1(C=NC=C1)CC(=O)C=1C=CC(=C(C1)N1C(=NC2=CC=CC=C2C1=O)CC1(CCNCC1)O)OC(C)C